(cis)-1-Benzyl 2,4-di-tert-butyl 6-oxotetrahydropyrrolo[3,2-c]pyrazole-1,2,4(5H)-tricarboxylate O=C1CN([C@@H]2[C@H]1N(N(C2)C(=O)OC(C)(C)C)C(=O)OCC2=CC=CC=C2)C(=O)OC(C)(C)C